1-bromo-3-(3-iodophenyl)-3-methyloct-7-yn-2-one BrCC(C(CCCC#C)(C)C1=CC(=CC=C1)I)=O